CC1=C(C(=CC=C1)C)NC(=O)[C@H]1NC[C@@H](C1)O (2S,4R)-N-(2,6-dimethylphenyl)-4-hydroxypyrrolidine-2-carboxamide